2-[[Tris(hydroxymethyl)methyl]amino]ethanesulfonic acid OCC(CO)(CO)NCCS(=O)(=O)O